O=C(C)NCCOCCOCCOCC 2-oxo-6,9,12-trioxa-3-azatetradecan